N-[2-amino-5-(3,4-difluorophenyl)phenyl]-4-(methylsulfonimidoyl)benzamide NC1=C(C=C(C=C1)C1=CC(=C(C=C1)F)F)NC(C1=CC=C(C=C1)S(=O)(=N)C)=O